methyl 2-[[3-(2-amino-6-chloro-pyrimidin-4-yl)-1-methyl-pyrazol-4-yl]methyl]benzoate NC1=NC(=CC(=N1)C1=NN(C=C1CC1=C(C(=O)OC)C=CC=C1)C)Cl